1,2-distearoyl-sn-glycero-3-phosphoacetamide C(CCCCCCCCCCCCCCCCC)(=O)OC[C@@H](OC(CCCCCCCCCCCCCCCCC)=O)COP(=O)(O)CC(=O)N